p-di(bromopropoxy)benzene Methyl-(E)-2-(3-(3,4-dihydroxyphenyl)acrylamido)-5-hydroxybenzoate COC(C1=C(C=CC(=C1)O)NC(\C=C\C1=CC(=C(C=C1)O)O)=O)=O.BrCCCOC1=CC=C(C=C1)OCCCBr